C1(CC1)S(=O)(=O)N1C[C@H]([C@@H](CC1)NC1=NN2C(C=N1)=C(C=C2C2=C(C(=C(C=C2F)F)C(F)F)F)F)O (3R,4R)-1-(cyclopropylsulfonyl)-4-((7-(3-(difluoromethyl)-2,4,6-trifluorophenyl)-5-fluoropyrrolo[2,1-f][1,2,4]triazin-2-yl)amino)piperidin-3-ol